(R or S)-1-(5-(4-amino-6-(trifluoromethyl)nicotinoyl)-2-(4-cyclopropyl-3-fluoro-2-hydroxyphenyl)-2,3,4,5,5a,6,8,9-octahydro-7H-1,2,5,7-tetraazabenzo[cd]azulen-7-yl)prop-2-en-1-one NC1=CC(=NC=C1C(=O)N1CCC=2N(N=C3CCN(C[C@H]1C23)C(C=C)=O)C2=C(C(=C(C=C2)C2CC2)F)O)C(F)(F)F |o1:20|